Cl.C(CCO)O 1,3-propanediol hydrochloride